(R,S)-6-fluoro-8-methyl-7-((3-(methylsulfonyl)phenyl)(pyridin-4-yl)methoxy)chroman-4-one FC=1C=C2C(CCOC2=C(C1O[C@H](C1=CC=NC=C1)C1=CC(=CC=C1)S(=O)(=O)C)C)=O